NC=1C(=NON1)C1=NC2=C(N1CC(=O)NC1=CC=CC3=CC=CC=C13)C=CC=C2 2-(2-(4-amino-1,2,5-oxadiazol-3-yl)-1H-benzo[d]imidazol-1-yl)-N-(naphthalen-1-yl)acetamide